6-(2-Chloro-4-methylphenyl)-2-[[3-(trifluoromethyl)piperazin-1-yl]methyl]-1H-benzimidazole-4-carboxylic acid ClC1=C(C=CC(=C1)C)C=1C=C(C2=C(NC(=N2)CN2CC(NCC2)C(F)(F)F)C1)C(=O)O